OC(C(=O)O)C(CC)C.OC(C(=O)O)C(C)C 2-hydroxy-3-methylbutyric acid (2-hydroxy-3-METHYLVALERATE)